BrC=1C=C(C(=NC1)C=1C=C(SC1C)C(=O)OC)OCC1=CC(=CC(=C1)F)F methyl 4-{5-bromo-3-[(3,5-difluorophenyl)methoxy]pyridin-2-yl}-5-methylthiophene-2-carboxylate